N-methylcyclopropylamide C[N-]C1CC1